BrC1=CC=C2C=C(N=CC2=C1Cl)N=S(C)(C)=C=O ((7-bromo-8-chloroisoquinolin-3-yl)imino)dimethyl-λ6-Thioketone